[6-(3-cyclopropyl-1,2,4-triazol-1-yl)-2-azaspiro[3.3]heptan-2-yl]-[3-[3-[1-(trifluoromethyl)cyclopropyl]-1,2,4-oxadiazol-5-yl]azetidin-1-yl]methanone C1(CC1)C1=NN(C=N1)C1CC2(CN(C2)C(=O)N2CC(C2)C2=NC(=NO2)C2(CC2)C(F)(F)F)C1